N-(4-bromothiazol-2-yl)acetamide BrC=1N=C(SC1)NC(C)=O